OC(C)(C)C1=CC(=NN1C1=CC=CC=C1)S(=O)(=O)Cl 5-(2-hydroxypropan-2-yl)-1-phenyl-1H-pyrazole-3-sulfonyl chloride